(R)-(4-((1-(3-amino-5-(trifluoromethyl)phenyl)ethyl)amino)-6-((2-methoxyethyl)amino)-2-methylquinazoline-7-yl)(1,1-dioxothiomorpholino)methanone NC=1C=C(C=C(C1)C(F)(F)F)[C@@H](C)NC1=NC(=NC2=CC(=C(C=C12)NCCOC)C(=O)N1CCS(CC1)(=O)=O)C